C1(=CC=CC=C1)N(CCCCP(O)(O)=O)C1=CC=CC=C1 [4-(Diphenylamino)butyl]phosphonic acid